[3-(4-methyl-thiophenyloxy)propyl]-bipyridine CC=1C=C(SC1)OCCCC=1C(=NC=CC1)C1=NC=CC=C1